C(C)(=O)N[C@H]1C[C@H](CCC1)C(=O)NC1=NC=C(C(=C1)C1=C2N(N=C1)CC(C2)(C)C)C(F)(F)F (1S,3R)-3-acetylamino-N-(4-(5,5-dimethyl-5,6-dihydro-4H-pyrrolo[1,2-b]pyrazol-3-yl)-5-(trifluoromethyl)pyridin-2-yl)cyclohexane-1-carboxamide